dysprosium(III) nitrate hydrate O.[N+](=O)([O-])[O-].[Dy+3].[N+](=O)([O-])[O-].[N+](=O)([O-])[O-]